ethyl (aminomethyl)-4,5-dihydroisoxazol-5-carboxylate NCC1=NOC(C1)C(=O)OCC